4-cyano-4''-heptyl-p-terphenyl C(#N)C1=CC=C(C=C1)C1=CC=C(C=C1)C1=CC=C(C=C1)CCCCCCC